3-(3-(4-(Chloromethyl)phenyl)-5-(5-(fluoromethoxy)pyridin-2-yl)-3H-imidazo[4,5-b]pyridin-2-yl)pyridin-2-amine ClCC1=CC=C(C=C1)N1C(=NC=2C1=NC(=CC2)C2=NC=C(C=C2)OCF)C=2C(=NC=CC2)N